C1(CCCCC1)CN1C(=NC2=C1C=C(C=C2)N2[C@H](COCC2)C)C=2C=CC1=C(C(=NO1)C)C2 (S)-5-(1-(cyclohexylmethyl)-6-(3-methylmorpholino)-1H-benzo[d]imidazol-2-yl)-3-methylbenzo[d]isoxazole